iron salicylhydroxamate C(C=1C(O)=CC=CC1)(=O)N[O-].[Fe+2].C(C=1C(O)=CC=CC1)(=O)N[O-]